1,5-bis(3-hydroxypropyl)pyrimidinium OCCC[N+]1=CN=CC(=C1)CCCO